BrC1=CC(=C(CNC(=O)[C@]2(C=3C=CC=NC3[C@H](CC2)O)F)C=C1)F (5s,8s)-N-(4-bromo-2-fluorobenzyl)-5-fluoro-8-hydroxy-5,6,7,8-tetrahydroquinoline-5-carboxamide